(2S)-2-((2-((5-methoxy-7,7-dimethyl-5,7-dihydrofuro[3,4-b]pyridin-2-yl)amino)-5-(5-(pyridin-2-yl)-1,3,4-oxadiazol-2-yl)pyrimidin-4-yl)amino)-2-phenylethan-1-ol COC1OC(C2=NC(=CC=C21)NC2=NC=C(C(=N2)N[C@H](CO)C2=CC=CC=C2)C=2OC(=NN2)C2=NC=CC=C2)(C)C